The molecule is a prostaglandin carboxylic acid anion that is the conjugate base of 15-deoxy-Delta(12,14)-prostaglandin J3. obtained by deprotonation of the carboxy group; major species at pH 7.3. It is a conjugate base of a 15-deoxy-Delta(12,14)-prostaglandin J3. CC/C=C\\C/C=C/C=C/1\\[C@H](C=CC1=O)C/C=C\\CCCC(=O)[O-]